[N+](=O)([O-])C1=CC=CC(C1)=C1CC(=CC=C1)[N+](=O)[O-] 6,6'-dinitro-1H,1'H-2,2'-biphenyl